ClCCCC#CCOC1OCCCC1 2-((6-chlorohex-2-yn-1-yl)oxy)tetrahydro-2H-pyran